2-(((2-ethylhexyl)amino)methyl)benzoic acid C(C)C(CNCC1=C(C(=O)O)C=CC=C1)CCCC